C1(CC1)N1C(=NC2=C1C=C(C=C2)B2OC(C(O2)(C)C)(C)C)OC cyclopropyl-2-methoxy-6-(4,4,5,5-tetramethyl-1,3,2-dioxaborolan-2-yl)-1H-benzo[d]imidazole